ClC1=CC=C(C=N1)N1N=C2C(=C1)CN(C2=O)C=2C=NN(C2)C 2-(6-chloropyridin-3-yl)-5-(1-methyl-1H-pyrazol-4-yl)-2H,4H,5H,6H-pyrrolo[3,4-c]pyrazol-6-one